NCCCC(=O)N(CCCCN(C(=O)C1=CC2=CC(=C(C(=C2C=C1)[N+](=O)[O-])O)O)CC)C N-[4-[4-Aminobutanoyl(methyl)amino]butyl]-N-ethyl-6,7-dihydroxy-5-nitro-naphthalin-2-carboxamid